3-[5-(1,3-Benzodioxol-5-yl)-1H-pyrazol-3-yl]benzoic acid O1COC2=C1C=CC(=C2)C2=CC(=NN2)C=2C=C(C(=O)O)C=CC2